N-(1-(1-(2,6-difluorophenyl)ethyl)-1H-pyrazol-4-yl)-5-(furan-2-yl)isoxazole-3-carboxamide FC1=C(C(=CC=C1)F)C(C)N1N=CC(=C1)NC(=O)C1=NOC(=C1)C=1OC=CC1